NC1=C(C(=NC=N1)N1CC(C(CC1)O)N1C(C(CCC1)NC1=CC(=CC(=C1)Cl)Cl)=O)F trans-1'-(6-Amino-5-fluoropyrimidin-4-yl)-3-(3,5-dichlorophenylamino)-4'-hydroxy-1,3'-bipiperidin-2-one